(2S)-2-[(4R)-2-oxo-4-propyl-1-pyrrolidinyl]butyramide 4-hydroxy-tetrahydropyridinedicarboxylate OC1C(C(NC=C1)C(=O)O)C(=O)O.O=C1N(C[C@@H](C1)CCC)[C@H](C(=O)N)CC